S(N)(OC[C@@H]1[C@H](C[C@@H](C1)NC1=NC=NC=C1C(=O)C=1SC=C(C1)CN1CCN(CC1)C1=CC=CC=C1)O)(=O)=O [(1R,2S,4R)-2-hydroxy-4-{[5-({4-[(4-phenylpiperazin-1-yl)methyl]-2-thienyl}carbonyl)pyrimidin-4-yl]amino}cyclopentyl]methyl sulfamate